tert-Butyl 4-(methylsulfonylmethyl)-2-azabicyclo[2.1.1]hexane-2-carboxylate CS(=O)(=O)CC12CN(C(C1)C2)C(=O)OC(C)(C)C